C(C=C)(=O)N1CCN(CC1)C1=NC(N2C3=C(C(=C(C=C13)C(F)(F)F)C1=CC=C(C=C1)F)SC[C@@H]2COCOC)=O (S)-7-(4-acryloylpiperazin-1-yl)-10-(4-fluorophenyl)-3-((methoxymethoxy)methyl)-9-(trifluoromethyl)-2H-[1,4]thiazino[2,3,4-ij]quinazolin-5(3H)-one